C(CNC(=O)C=1C=[N+](C=CC1)[C@@H]1O[C@@H]([C@H]([C@H]1OC(C)=O)OC(C)=O)COC(C)=O)NC(=O)C=1C=[N+](C=CC1)[C@@H]1O[C@@H]([C@H]([C@H]1OC(C)=O)OC(C)=O)COC(C)=O 3,3'-((ethane-1,2-diylbis(azanediyl))bis(carbonyl))bis(1-((2R,3R,4R,5R)-3,4-diacetoxy-5-(acetoxymethyl)tetrahydrofuran-2-yl)pyridin-1-ium)